FC=1C=CC(=NC1)[C@@H](C)OC=1C=2N(C=C(C1)C=1C=NN(C1C)[C@@H]1CN(CCC1)C([C@@H](C)O)=O)N=CC2C#N 4-((R)-1-(5-fluoropyridin-2-yl)ethoxy)-6-(1-((S)-1-((R)-2-hydroxypropanoyl)-piperidin-3-yl)-5-methyl-1H-pyrazol-4-yl)pyrazolo[1,5-a]pyridine-3-carbonitrile